(4-phenyl)isoxazole C1(=CC=CC=C1)C=1C=NOC1